N-(1-(5-(3-cyano-6-(2-(piperazin-1-yl)ethoxy)pyrazolo[1,5-a]pyridin-4-yl)pyridin-2-yl)-4-methylpiperidin-4-yl)picolinamide C(#N)C=1C=NN2C1C(=CC(=C2)OCCN2CCNCC2)C=2C=CC(=NC2)N2CCC(CC2)(C)NC(C2=NC=CC=C2)=O